2-[2-[(1-methylindol-2-yl)methylcarbamoyl]indan-2-yl]acetic acid CN1C(=CC2=CC=CC=C12)CNC(=O)C1(CC2=CC=CC=C2C1)CC(=O)O